BrC=1C=C(C=NC1)N=S(=O)(C)C ((5-bromopyridin-3-yl)imino)dimethyl-λ6-sulfanone